COC(=O)C=1C=CC=2C3=C(C(NC2C1)=O)CCC3.C(#N)C3=C(C=C(C=C3)C(C(=O)N)(CN3C=CC1=CC(=CC=C31)F)CN3C=CC1=CC(=CC=C31)F)C(F)(F)F (4-cyano-3-(trifluoromethyl)phenyl)-3-(5-fluoro-1H-indol-1-yl)-2-((5-fluoro-1H-indol-1-yl)methyl)propionamide methyl-4-oxo-2,3,4,5-tetrahydro-1H-cyclopenta[c]quinoline-7-carboxylate